5-(3-fluoro-5-(trifluoromethyl)benzamido)-1H-imidazole-2-carboxamide FC=1C=C(C(=O)NC2=CN=C(N2)C(=O)N)C=C(C1)C(F)(F)F